tert-Butyl (endo)-5-((3-amino-7-bromo-6-(2-cyanoethyl)-8-fluoro-2-(methylthio) quinolin-4-yl)(tert-butoxycarbonyl)amino)-2-azabicyclo[2.1.1]hexane-2-carboxylate NC=1C(=NC2=C(C(=C(C=C2C1N(C1C2CN(C1C2)C(=O)OC(C)(C)C)C(=O)OC(C)(C)C)CCC#N)Br)F)SC